N-(4-(4-fluoro-2-nitrophenyl)pyridin-2-yl)cyclopropanecarboxamide FC1=CC(=C(C=C1)C1=CC(=NC=C1)NC(=O)C1CC1)[N+](=O)[O-]